4-aminoterphenyl NC1=CC=C(C=C1)C=1C(=CC=CC1)C1=CC=CC=C1